tert-butyl 2-(((6-(1-oxa-4-azaspiro[5.5]undecan-4-yl)-2-(trifluoromethyl)pyrimidin-4-yl)(methyl)amino)methyl)thiomorpholine-4-carboxylate O1CCN(CC12CCCCC2)C2=CC(=NC(=N2)C(F)(F)F)N(C)CC2CN(CCS2)C(=O)OC(C)(C)C